COC(=O)C=1C=C2C=NN(C2=CC1)C Methyl-1-methylindazole-5-carboxylate